4-(2-{[(2R,7aS)-2-fluoro-hexahydro-1H-pyrrolizin-7a-yl]methoxy}-8-fluoro-4-{3-oxa-6-azabicyclo[3.1.1]heptan-6-yl}pyrido[4,3-d]pyrimidin-7-yl)-5-ethynyl-6-fluoronaphthalen-2-ol F[C@@H]1C[C@@]2(CCCN2C1)COC=1N=C(C2=C(N1)C(=C(N=C2)C2=CC(=CC1=CC=C(C(=C21)C#C)F)O)F)N2C1COCC2C1